2-fluoro-2-methylpropionate FC(C(=O)[O-])(C)C